C[C@]12CC(C[C@](CC1)(N2)C)N(C2=NN=C(S2)C2=C(C=C(C=C2)C2=CC(=NC=C2)OC)O)C 2-(5-(((1R,3s,5S)-1,5-dimethyl-8-azabicyclo[3.2.1]octan-3-yl)(methyl)amino)-1,3,4-thiadiazol-2-yl)-5-(2-methoxypyridin-4-yl)phenol